(S)-4-(3-hydroxypyrrolidin-1-yl)-3-(1H-indol-2-yl)-N,N-dimethylbenzenesulfonamide, hydrochloride Cl.O[C@@H]1CN(CC1)C1=C(C=C(C=C1)S(=O)(=O)N(C)C)C=1NC2=CC=CC=C2C1